Lauryl-Glucose benzyl-(2-hydroxyethyl)carbamate C(C1=CC=CC=C1)N(C(O)=O)CCO.C(CCCCCCCCCCC)C(=O)[C@H](O)[C@@H](O)[C@H](O)[C@H](O)CO